(R)-3-(2-isopropylphenyl)piperazine-1-carboxylic acid tert-butyl ester C(C)(C)(C)OC(=O)N1C[C@H](NCC1)C1=C(C=CC=C1)C(C)C